ClC=1C=C(C=C(C1OC1=NNC(C2=CC(=C(C=C12)F)F)=O)Cl)N1C(NC(C(=C1)C#N)=O)=O (3,5-dichloro-4-((6,7-difluoro-4-oxo-3,4-dihydro-phthalazin-1-yl)oxy)phenyl)-2,4-dioxo-1,2,3,4-tetrahydropyrimidine-5-carbonitrile